C(C(C)C)N(\N=C\C1=CC(=C(C=C1)B(O)O)OC)C=1C2=C(N=CN1)C=C(S2)C [4-[(E)-[isobutyl-(6-methylthieno[3,2-d]pyrimidin-4-yl)hydrazono]methyl]-2-methoxyphenyl]boronic acid